C1(=CCCCC1)C=O cyclohex-1-en-1-carbaldehyde